5-chloro-4-(2,2-dimethylmorpholin-4-yl)-2-(4-pyridinyl)-1H-pyrimidin-6-one ClC1=C(N=C(NC1=O)C1=CC=NC=C1)N1CC(OCC1)(C)C